tri(2,5-dimethyl-1-hexyl) citrate C(CC(O)(C(=O)OCC(CCC(C)C)C)CC(=O)OCC(CCC(C)C)C)(=O)OCC(CCC(C)C)C